C(CCCC(=O)OC(COC(CCCCCC)=O)COC(CCCCCC)=O)(=O)O[C@@H]1[C@@](O[C@H](C1)N1C2=NC(=NC(=C2N=C1)N)F)(C#C)CO[Si](C)(C)C(C)(C)C (2R,3S,5R)-5-(6-amino-2-fluoro-9H-purin-9-yl)-2-(((tert-butyldimethylsilyl)oxy)methyl)-2-ethynyltetrahydrofuran-3-yl (1,3-bis(heptanoyloxy)propan-2-yl) glutarate